C1(=CC=CC=C1)NC(OCCS(=O)(=O)C1=C(C(=C(C(=C1F)F)S(N=CN(C)C)(=O)=O)F)NC1CCCCCCC1)=O 2-((2-(cyclooctylamino)-4-(N-((dimethylamino)methylene)sulfamoyl)-3,5,6-trifluorophenyl)sulfonyl)ethyl phenylcarbamate